Tert-butyl 7-(5-(4-(1-acetamido-2-ethoxy-2-oxoethyl)-4-hydroxypiperidin-1-yl)pentyl)-3,4-dihydro-1,8-naphthyridine-1(2H)-carboxylate C(C)(=O)NC(C(=O)OCC)C1(CCN(CC1)CCCCCC1=CC=C2CCCN(C2=N1)C(=O)OC(C)(C)C)O